BrC=1N(C2=NC(=NC(=C2N1)N1CCOCC1)Cl)CSC 4-(8-bromo-2-chloro-9-((methylthio)methyl)-9H-purin-6-yl)morpholine